3-Amino-7-(cyclobutoxy)-4-(7-fluoro-1H-indazol-4-yl)-8-methyl-1H-1,5-naphthyridin-2-one NC=1C(NC2=C(C(=CN=C2C1C1=C2C=NNC2=C(C=C1)F)OC1CCC1)C)=O